CC1=C(C(NC2=CC=NC(=C12)C)=O)C(C(=O)OCC)(F)F Ethyl 2-(4,5-dimethyl-2-oxo-1H-1,6-naphthyridin-3-yl)-2,2-difluoroacetate